2-(chloro(pyridin-2-yl)methyl)-6-(methylcarbamoyl)isonicotinic acid tert-butyl ester C(C)(C)(C)OC(C1=CC(=NC(=C1)C(NC)=O)C(C1=NC=CC=C1)Cl)=O